ClP(C1=CC=C(C=C1)F)C1=CC=C(C=C1)F chlorobis(4-fluorophenyl)phosphine